C(C)(C)(C)OC(N[C@@H](CC1=NC(=NO1)C1=CC=C(C=C1)OC1=NC=C(C=C1F)Br)CO)=O (S)-(1-(3-(4-((5-bromo-3-fluoropyridin-2-yl)oxy)phenyl)-1,2,4-oxadiazol-5-yl)-3-hydroxypropan-2-yl)carbamic acid tert-butyl ester